[N+](=O)([O-])C1=C2C=CC=NC2=C(C=C1)N1CCNCC1 5-Nitro-8-(piperazin-1-yl)quinoline